8-benzyl-3-(trifluoromethyl)-6a,7,9,10-tetrahydro-8H-pyrazino[1,2-a][1,8]naphthyridine C(C1=CC=CC=C1)N1CC2N(C=3N=CC(=CC3C=C2)C(F)(F)F)CC1